CC=1C(C(C=CC1)(O)C=1N=NNC1)C bis(methyl)1-hydroxy-phenyltriazole